[2H]C1=C(C(=C(C(=C1[2H])Cl)Br)[2H])[2H] 2-bromochlorobenzene-D4